C(C)(C)(C)OC(=O)N[C@H](C(=O)N1[C@@H](C[C@H](C1)O)C(=O)OCC1=CC=CC=C1)C(C)(C)C (2S,4R)-benzyl 1-((S)-2-((tert-butoxycarbonyl) amino)-3,3-dimethylbutyryl)-4-hydroxypyrrolidine-2-carboxylate